1,8-dihydroxy-3-(4-(methyl-sulfonyl)piperazine-1-carbonyl)anthracene-9,10-dione OC1=CC(=CC=2C(C3=CC=CC(=C3C(C12)=O)O)=O)C(=O)N1CCN(CC1)S(=O)(=O)C